8-fluoro-7-(8-fluoronaphthalen-1-yl)-2-((hexahydro-1H-pyrrolizin-7a-yl)methoxy)pyrido[4,3-d]pyrimidin FC1=C(N=CC2=C1N=C(N=C2)OCC21CCCN1CCC2)C2=CC=CC1=CC=CC(=C21)F